NC1=CC=C2C=NN(C2=C1OC)C(C#N)C (6-amino-7-methoxy-1H-indazol-1-yl)propionitrile